C1(=CC=C(C=C1)C(=O)[O-])C=1CCCCC1 2',3',4',5'-tetrahydro-[1,1'-biphenyl]-4-carboxylate